trans-2-decaenoic acid C(\C=C\CCCCCCC)(=O)O